N=1N2C(=CC1[C@@H]1[C@H](CC1)C=1NC(C3=C(N1)N(N=C3C#N)[C@@H](C)C=3C=NC(=CC3)C(F)(F)F)=O)CCC2 6-((1S,2S)-2-(5,6-Dihydro-4H-pyrrolo[1,2-b]pyrazol-2-yl)cyclobutyl)-4-oxo-1-((S)-1-(6-(trifluoromethyl)pyridin-3-yl)ethyl)-4,5-dihydro-1H-pyrazolo[3,4-d]pyrimidin-3-carbonitril